(S)-1-(2-(diethylamino)ethyl)-3-(4-methyl-2-(4-(pyrrolidin-2-ylmethyl)piperazin-1-yl)quinolin-6-yl)thiourea C(C)N(CCNC(=S)NC=1C=C2C(=CC(=NC2=CC1)N1CCN(CC1)C[C@H]1NCCC1)C)CC